NC=1C=C(C=C(C1)C(=O)O)C(=O)O 3-amino-1,5-benzenedicarboxylic acid